CC=1SC=2CN(C=3C(=CC=CC3C2N1)[N+](=O)[O-])C 2,5-dimethyl-6-nitro-4,5-dihydrothiazolo[5,4-c]quinoline